COC=1C=C(C=CC1)C1=NN2C(=NC=3C=CC=CC3C2=N1)N[C@@H](C)C(=O)NC N2-[2-(3-methoxyphenyl)[1,2,4]triazolo[1,5-c]quinazolin-5-yl]-N-methyl-L-alaninamide